OC[C@@H]1[C@H](C1)COC1=CC=CC(=N1)C(=O)N 6-[[(1S,2S)-2-(hydroxymethyl)cyclopropyl]methoxy]pyridine-2-carboxamide